2-[(2,2-difluoroethyl)amino]-5-[5-(1-methyl-1H-1,3-benzodiazol-6-yl)-1,3,4-oxadiazol-2-yl]benzonitrile FC(CNC1=C(C#N)C=C(C=C1)C=1OC(=NN1)C=1C=CC2=C(N(C=N2)C)C1)F